1'-((3-fluoro-8-methoxy-4-oxo-4,5-dihydropyrrolo[1,2-a]quinoxalin-7-yl)methyl)-N,3'-dimethyl-1',2',3',6'-tetrahydro-[3,4'-bipyridine]-6-carboxamide FC=1C=CN2C1C(NC1=CC(=C(C=C21)OC)CN2CC(C(=CC2)C=2C=NC(=CC2)C(=O)NC)C)=O